C[Si]([SiH]([Si](C)(C)C)[Si](C)(C)C)(C)C 1,1,1,3,3,3-hexamethyl-2-(trimethylsilyl)trisilane